1-{2-[(3R)-3-({4-[2-hydroxy-4-(trifluoromethyl)phenyl]-5H,6H,7H-cyclopenta[d]pyridazin-1-yl}amino)piperidin-1-yl]ethyl}piperidin-4-ol OC1=C(C=CC(=C1)C(F)(F)F)C=1C2=C(C(=NN1)N[C@H]1CN(CCC1)CCN1CCC(CC1)O)CCC2